2-(hydroxy-methylene)-5-phenylcyclohexane-1,3-dione lithium salt [Li].OC=C1C(CC(CC1=O)C1=CC=CC=C1)=O